tert-butyl (1-((2-(2,6-dioxopiperidin-3-yl)-1,3-dioxoisoindolin-4-yl)amino)-3,6,9,12,15,18,21,24-octaoxaoctacosane-28-yl)carbamate O=C1NC(CCC1N1C(C2=CC=CC(=C2C1=O)NCCOCCOCCOCCOCCOCCOCCOCCOCCCCNC(OC(C)(C)C)=O)=O)=O